(S)-2-(4-aminobut-1-yn-1-yl)-5-(4-(2-(4-(4-chlorophenyl)-2,3,9-trimethyl-6H-thieno[3,2-f][1,2,4]triazolo[4,3-a][1,4]diazepin-6-yl)acetyl)piperazin-1-yl)benzoic acid NCCC#CC1=C(C(=O)O)C=C(C=C1)N1CCN(CC1)C(C[C@H]1C=2N(C3=C(C(=N1)C1=CC=C(C=C1)Cl)C(=C(S3)C)C)C(=NN2)C)=O